1-(2-(3-chlorophenyl)-2-((3-methoxybenzyl)oxy)ethyl)-1H-imidazole ClC=1C=C(C=CC1)C(CN1C=NC=C1)OCC1=CC(=CC=C1)OC